Methyl (4-(2-(4-fluorophenyl)-1H-pyrrolo[2,3-b]pyridin-5-yl)thiophene-2-carbonyl)-D-serinate FC1=CC=C(C=C1)C1=CC=2C(=NC=C(C2)C=2C=C(SC2)C(=O)N[C@H](CO)C(=O)OC)N1